C(C1=CC=CC=C1)OC1=CC=C(C=C1)C[C@@H](C(=O)O)NC([C@H](C)O)=O (S)-3-(4-(benzyloxy)phenyl)-2-((S)-2-hydroxypropionamido)propionic acid